C(C)(=O)N1CCP(CC1)(=O)C1=CC2=C(N=C(N=C2N[C@H](C)C2=CC(=CC=C2)C(F)(F)F)C)C=N1 1-acetyl-4-[2-methyl-4-({(1R)-1-[3-(trifluoromethyl)phenyl]ethyl}amino)pyrido[3,4-d]pyrimidin-6-yl]-1,4lambda5-azaphosphinan-4-one